BrC=1C(=CC2=C(N(N=N2)[C@H](C)C2=C(C=C(C=C2)Cl)Cl)C1)Cl (R)-6-bromo-5-chloro-1-(1-(2,4-dichlorophenyl)ethyl)-1H-benzo[d][1,2,3]triazole